trisbutylbenzyl trimellitate C(C=1C(C(=O)[O-])=CC(C(=O)[O-])=CC1)(=O)OC(C1=C(C=CC=C1)CCCC)(CCCC)CCCC